FC=1C=C2CCC=3N(C2=CC1)N=C(N3)C3CCN(CC3)C(=O)OC(C)(C)C tert-butyl 4-(7-fluoro-4,5-dihydro-[1,2,4]triazolo[1,5-a]quinolin-2-yl)piperidine-1-carboxylate